P(=O)(OCC(COC(C=C)C)COC(C=C)C)(Cl)Cl (3-(1-methylallyloxy)-2-((1-methylallyloxy) methyl) propyl) dichlorophosphate